NCC1=CC=C(C=C)C=C1 4-aminomethyl-styrene